N[C@@H]1[C@H](CO[C@H](C1)C(=O)N1[C@H](C2=CC=CC=C2CC1)C1=CC=C(C=C1)F)NC(OC(C)(C)C)=O tert-butyl ((3R,4S,6R)-4-amino-6-((S)-1-(4-fluorophenyl)-1,2,3,4-tetrahydroisoquinoline-2-carbonyl)tetrahydro-2H-pyran-3-yl)carbamate